4-fluoro-3-methoxy-2,3-dihydro-1H-isoindol FC1=C2C(NCC2=CC=C1)OC